C(OCCN)COCCN 2,2'-(ethylenedioxy)-bis(ethylamine)